CN1C=NC=2N=CN(C(C12)=O)CC1=NC(=NO1)[C@@H]1C[C@H](C1)C1=CC=CC=C1 7-methyl-1-((3-((trans)-3-phenylcyclobutyl)-1,2,4-oxadiazol-5-yl)methyl)-1H-purin-6(7H)-one